(1-methylethylidene)bis[phenol] CC(C)(C1=C(C=CC=C1)O)C1=C(C=CC=C1)O